O=C1N(C(C2=CC=CC=C12)=O)CC=1C=CC(=C(C(=O)NC2=CC=C(C=C2)C(\C=C\C2=CC=CC=C2)=O)C1)O 5-[(1,3-Dioxoisoindol-2-yl)methyl]-2-hydroxy-N-[4-[(E)-3-phenylprop-2-enoyl]phenyl]benzamide